O1C[C@@H](CC1)NC1=NN=C(C=2N1C=CC2)C2=C(C=C(C=C2)C(F)(F)F)O 2-(4-{[(3R)-oxacyclopent-3-yl]amino}pyrrolo[1,2-d][1,2,4]triazin-1-yl)-5-(trifluoromethyl)phenol